BrC=1C=C(C=2N(C1)C=C(N2)C)C=O 6-bromo-2-methylimidazo[1,2-a]pyridine-8-carbaldehyde